caproleate C=CCCCCCCCC(=O)[O-]